1-phenyl-3-(p-tolyl)propane-1,3-dione C1(=CC=CC=C1)C(CC(=O)C1=CC=C(C=C1)C)=O